BrC(C(=O)NC=1C=C2C=NNC2=CC1)C=1C=C(C=CC1)C 2-bromo-N-(1H-indazol-5-yl)-2-(m-tolyl)acetamide